C(CCCCC)C(CCCCC(=O)O)CCCCCC 6-hexyl-dodecanoic acid